C1(=CC=CC=C1)C/C=C/B(O)O TRANS-3-PHENYLPROPEN-1-YL-BORONIC ACID